(5R,8S)-N'-(4,5-dichloro-2-fluorophenyl)-1-fluoro-N-hydroxy-6,7,8,9-tetrahydro-5H-5,8-epiminocyclohepta[c]pyridine-10-carboximidamide ClC1=CC(=C(C=C1Cl)N=C(NO)N1[C@@H]2CC[C@H]1CC=1C(=NC=CC12)F)F